C1(CC1)C1=C(C=C2CCN(CC2=C1)C(C(F)(F)F)=O)[N+](=O)[O-] 1-(7-cyclopropyl-6-nitro-3,4-dihydro-1H-isoquinolin-2-yl)-2,2,2-trifluoro-ethanone